CC12OCC(CC1)C2 1-methyl-2-oxabicyclo[2.2.1]heptan